tert-Butyl 4-[9-[1-[(4-methoxyphenyl)methyl]-2,6-dioxopiperidin-3-yl]pyrido[2,3-b]indol-6-yl]piperazine-1-carboxylate COC1=CC=C(C=C1)CN1C(C(CCC1=O)N1C2=C(C3=CC(=CC=C13)N1CCN(CC1)C(=O)OC(C)(C)C)C=CC=N2)=O